NC(C(=O)O)CCC1=NC=CC=C1 2-amino-4-(pyridine-2-yl)-butanoic acid